ClN1C(C(C2=CC=CC=C12)(C)C1=CC(=NC=C1OC)Cl)=O chloro-3-(2-chloro-5-methoxypyridin-4-yl)-3-methylindolin-2-one